ClC=1C=NC2=CC(=C(C=C2C1)C=1N=C2N(C=CC(=N2)C=2CC(NC(C2)(C)C)(C)C)C1)OC 3-chloro-7-methoxy-6-(7-(2,2,6,6-tetramethyl-1,2,3,6-tetrahydropyridin-4-yl)imidazo[1,2-a]pyrimidin-2-yl)quinoline